ClC1=C(C=C(C=C1)Cl)N1CCN(CC1)C(CCN1C=NC2=C(NC=3C=C(C=CC23)C)C1=O)=O 3-(3-(4-(2,5-dichlorophenyl)piperazin-1-yl)-3-oxopropyl)-7-methyl-3,5-dihydro-4H-pyrimido[5,4-b]indol-4-one